NCC1(CCC(C=2C=CC=NC12)C(=O)NCC1=C(C=C(C=C1C)Cl)Cl)O 8-(aminomethyl)-N-(2,4-dichloro-6-methylbenzyl)-8-hydroxy-5,6,7,8-tetrahydroquinoline-5-carboxamide